N1N=CC(=C1)C1=CC=C(O1)C(=O)NC=1C(=NN(C1)C1CN(C1)C(=O)NC(C)C)C1=NC=CC=C1 3-[4-{5-(1H-Pyrazol-4-yl)furan-2-carboxamido}-3-(pyridine-2-yl)-1H-pyrazol-1-yl]-N-isopropylazetidine-1-carboxamide